Cl.C(C)(C)C1=CC=C(C=C1)C(O)(C=1C=NC(=NC1)N1CCCC1)C1(CNC1)C (4-isopropylphenyl)(3-methylazetidin-3-yl)(2-(pyrrolidin-1-yl)pyrimidin-5-yl)methanol, hydrochloride